F[C@@]12[C@@H](CN(CC1)C(=O)O)CN(C2=O)C2=CC(=CC=C2)C(=O)OC (3aR,7aR)-7a-fluoro-2-(3-(methoxycarbonyl)phenyl)-1-oxooctahydro-5H-pyrrolo[3,4-c]pyridine-5-carboxylic acid